2-(6-(((1R,3S,5S)-1,5-dimethyl-9-azabicyclo[3.3.1]non-3-yl)oxy)pyridazin-3-yl)-3,4-difluoro-5-(6-methoxypyridazin-4-yl)phenol C[C@]12CC(C[C@](CCC1)(N2)C)OC2=CC=C(N=N2)C2=C(C=C(C(=C2F)F)C2=CN=NC(=C2)OC)O